BrC1=C(C(=CC=C1)OCCCBr)C 1-Bromo-3-(3-bromopropoxy)-2-methylbenzene